C(C1=CC(=O)NC(=O)N1)(=O)O.C(C)N(C(CCO)=O)CCN1CCC(CC1)C1=NOC2=C1C=CC(=C2)F N-ethyl-N-{2-[4-(6-fluoro-1,2-benzisoxazol-3-yl)piperidin-1-yl]ethyl}-3-hydroxy-propionamide orotate